C(CCCCCCC)(=O)OCCCCl chloropropyl octanoate